C(C)OC(C=1C=NC(=NC1)C(C(=O)OC(C)(C)C)C(=O)OC)OCC 1-(tert-butyl) 3-methyl 2-(5-(diethoxymethyl)-pyrimidin-2-yl)malonate